N1,N1,N3-tri(3-aminopropyl)-N3-dodecyl-propane-1,3-diamine NCCCN(CCCN(CCCCCCCCCCCC)CCCN)CCCN